C=CCC(CCCCCCCCCC)OC1=C(C=CC=C1)C(CC)=O 1-(2-(tetradec-1-en-4-yloxy)phenyl)propan-1-one